(2-methyl-4-((1-methyl-2-nitro-1H-imidazol-5-yl)methoxy)phenyl)carbamic acid tert-butyl ester C(C)(C)(C)OC(NC1=C(C=C(C=C1)OCC1=CN=C(N1C)[N+](=O)[O-])C)=O